C(C)(C)(C)C1=NNC(=C1)C(=O)N[C@@H](CC(C)(C)C)C(=O)N[C@@H](C[C@H]1C(NCC1)=O)C#N N2-[(3-tert-butyl-1H-pyrazol-5-yl)carbonyl]-N-{(1S)-1-cyano-2-[(3S)-2-oxopyrrolidin-3-yl]ethyl}-4-methyl-L-leucinamide